COCC1CCC2=C1C(=C1C=NN(C1=C2)C2OCCCC2)B(O)O (5-(methoxymethyl)-1-(tetrahydro-2H-pyran-2-yl)-1,5,6,7-tetrahydrocyclopenta[f]indazol-4-yl)boronic acid